8-[4-(2,3-dihydro-1,4-benzodioxin-2-yl)benzyl]-2,8-diazaspiro[4.5]decan-1-one O1C(COC2=C1C=CC=C2)C2=CC=C(CN1CCC3(CCNC3=O)CC1)C=C2